5-allylaniline C(C=C)C=1C=CC=C(N)C1